Cl.Cl.N(=NC(C(=N)N1CCCC1)(C)C)C(C(N1CCCC1)=N)(C)C azobis(1-imino-1-pyrrolidyl-2-methylpropane) dihydrochloride